CC1=C(C=CC(=N1)C=C1CC2(CNC2)C1)C(F)(F)F 6-((6-methyl-5-(trifluoromethyl)pyridin-2-yl)methylene)-2-azaspiro[3.3]Heptane